ClC1=CC(=C(COC2=CC=CC(=N2)C2CCN(CC2)CC2=NC3=C(N2CCC=2N=NN(C2)C)C=C(C=C3)C(=O)O)C=C1)F 2-[(4-{6-[(4-chloro-2-fluorobenzyl)oxy]pyridin-2-yl}piperidin-1-yl)methyl]-1-[2-(1-methyl-1H-1,2,3-triazol-4-yl)ethyl]-1H-benzimidazole-6-carboxylic acid